trifluoroethyl-phenyl ketone FC(CC(=O)C1=CC=CC=C1)(F)F